CC=1SC(=CC1)C 2,5-dimethyl-thiophene